C1CC12CCN(CC2)C2=C(C=1CCCC1C(=C2)S(=O)(=O)CCO)C(=O)NC2=NC(=CC(=C2)C)N2CCC(CC2)(F)F 5-{6-Azaspiro[2.5]oct-6-yl}-N-[6-(4,4-difluoropiperidin-1-yl)-4-methylpyridin-2-yl]-7-(2-hydroxyethanesulfonyl)-2,3-dihydro-1H-indene-4-carboxamide